N,O-dimethylhydroxyl-amine-HCl Cl.CNOC